C1N(CC2=CC=CC=C12)C1=NC=2N(C(=C1)C=1C=NNC1)N=C(C2C2CCOCC2)C(=O)O 5-(isoindolin-2-yl)-7-(1H-pyrazol-4-yl)-3-(tetrahydro-2H-pyran-4-yl)pyrazolo[1,5-a]pyrimidine-2-carboxylic acid